tri(tetracosyl)amine C(CCCCCCCCCCCCCCCCCCCCCCC)N(CCCCCCCCCCCCCCCCCCCCCCCC)CCCCCCCCCCCCCCCCCCCCCCCC